COC=1C=C(C=CC1)C1=NN2C(=NC=3C=CC=CC3C2=N1)[C@](N)(CO)C(=O)N 2-[2-(3-methoxyphenyl)[1,2,4]triazolo[1,5-c]quinazolin-5-yl]-L-serinamide